P#C phosphaethyne